5-((6-Amino-5-methylpyrimidin-4-yl)amino)-6-methoxy-1H-indazole NC1=C(C(=NC=N1)NC=1C=C2C=NNC2=CC1OC)C